[Si](C)(C)(C(C)(C)C)O[C@@H]1C[C@H](N(C1)C(=O)OC(C)(C)C)CO tert-Butyl (2S,4R)-4-((tert-butyldimethylsilyl)oxy)-2-(hydroxymethyl)pyrrolidine-1-carboxylate